[Sn].[W].[Zr] zirconium-tungsten-tin